5-amino-3-(8-fluoro-2-phenylquinolin-7-yl)-1-((1s,3s)-3-hydroxy-3-methylcyclobutyl)-1H-pyrazole-4-carboxamide NC1=C(C(=NN1C1CC(C1)(C)O)C1=CC=C2C=CC(=NC2=C1F)C1=CC=CC=C1)C(=O)N